C(C)(C)OC1=C2C(=CN=C1)NC(=C2)C(=O)O 4-isopropoxy-1H-pyrrolo[2,3-c]pyridine-2-carboxylic acid